(8C)-methylbenzene-1,2-diamine [8CH3]C1=C(C(=CC=C1)N)N